CHROMEN-5-ONE O1C=CC=C2C(C=CC=C12)=O